ClC=1C2=C(N=CN1)N(C=C2)C(C2=CC=CC=C2)(C2=CC=CC=C2)C2=CC=CC=C2 4-Chloro-7-(triphenylmethyl)-7H-pyrrolo[2,3-d]pyrimidine